(E)-5-(4-((tert-butyldimethylsilyl)oxy)but-1-yn-1-yl)-1-(tetrahydro-2H-pyran-2-yl)-1H-indazole-6-carbaldehyde oxime [Si](C)(C)(C(C)(C)C)OCCC#CC=1C=C2C=NN(C2=CC1/C=N/O)C1OCCCC1